C1(CC1)CNC=1N=CC2=C(N(C(C=3C=C(C=CC23)CN2CCSCC2)=O)[C@@H]2CC[C@H](CC2)O)N1 trans-3-((Cyclopropylmethyl)amino)-5-(4-hydroxycyclohexyl)-8-(thiomorpholinomethyl)pyrimido[4,5-c]isoquinolin-6(5H)-one